3-(6-amino-2-pyridyl)oxazolidin-2-one NC1=CC=CC(=N1)N1C(OCC1)=O